trifluoromethyl-(4-chloro)phenylacetylene FC(F)(F)C#CC1=CC=C(C=C1)Cl